FC(C1=CC=C(C=C1)C=1CC(C(NN1)=O)C(=O)OC)F methyl 6-[4-(difluoromethyl) phenyl]-3-oxo-2,3,4,5-tetrahydropyridazine-4-carboxylate